1,1,1,3,3,3-hexafluoro-2-(2'-methyl-4'-((8-((2-methylpyridin-4-yl)methyl)-3,8-diazabicyclo[3.2.1]octan-3-yl)methyl)-[1,1'-biphenyl]-4-yl)propan-2-ol FC(C(C(F)(F)F)(O)C1=CC=C(C=C1)C1=C(C=C(C=C1)CN1CC2CCC(C1)N2CC2=CC(=NC=C2)C)C)(F)F